N-(2-amino-4-((4-(trifluoromethyl)benzyl)amino)phenyl)-7,8-difluorooctanamide NC1=C(C=CC(=C1)NCC1=CC=C(C=C1)C(F)(F)F)NC(CCCCCC(CF)F)=O